C(#N)C1=CC(=C(COC2=CC=CC(=N2)C2CCN(CC2)CC2=NC3=C(N2C)C=CC=C3OC3CC(C3)OC)C=C1)F 2-((4-(6-((4-Cyano-2-fluorobenzyl)oxy)pyridin-2-yl)piperidin-1-yl)methyl)-4-((1r,3r)-3-methoxycyclobutoxy)-1-methyl-1H-benzo[d]imidazole